4-amino-N-((1S)-1-(2-pyrimidinyl)ethyl)-N-((6-(trifluoromethyl)-3-pyridazinyl)methyl)-1,3-dihydrofuro[3,4-c]quinoline-8-carboxamide NC1=NC=2C=CC(=CC2C2=C1COC2)C(=O)N(CC=2N=NC(=CC2)C(F)(F)F)[C@@H](C)C2=NC=CC=N2